trans-methyl 4-[[3-[4-[2-(2-amino-3-pyridyl)-6-(2-pyridyl)benzimidazol-1-yl]phenyl]azetidin-1-yl]methyl]cyclohexanecarboxylate NC1=NC=CC=C1C1=NC2=C(N1C1=CC=C(C=C1)C1CN(C1)C[C@@H]1CC[C@H](CC1)C(=O)OC)C=C(C=C2)C2=NC=CC=C2